O=C1NC(CCC1N1C(C2=CC=C(C=C2C1=O)N1CC(C1)OCCO)=O)=O 2-(2,6-dioxopiperidin-3-yl)-5-(3-(2-hydroxyethoxy)azetidin-1-yl)isoindoline-1,3-dione